7-{6-(3,6-Dihydro-2H-pyran-4-yl)-3-[1-(3-methylbutyl)-1H-pyrazol-4-yl]pyridin-2-yl}chinolin O1CCC(=CC1)C1=CC=C(C(=N1)C1=CC=C2C=CC=NC2=C1)C=1C=NN(C1)CCC(C)C